4-(1-methylbenzimidazol-4-yl)-7-[(5-piperazin-1-yl-2-pyridyl)amino]isoindolin-1-one CN1C=NC2=C1C=CC=C2C2=C1CNC(C1=C(C=C2)NC2=NC=C(C=C2)N2CCNCC2)=O